CC1=C(C(=CC(=C1)C(F)(F)F)C)N1N=C(C(=C(C1=O)N1N=CC(=C1)F)O)CC 2-[2,6-dimethyl-4-(trifluoromethyl)phenyl]-6-ethyl-4-(4-fluoro-1H-pyrazol-1-yl)-5-hydroxypyridazine-3(2H)-one